(S)-4-amino-methyl-Phenylalanine NC1=CC=C(C[C@H](NC)C(=O)O)C=C1